ethoxycarbonylmethyl-2'-thiouridine C(C)OC(=O)C[C@@]1([C@H](S)[C@H](O)[C@@H](CO)O1)N1C(=O)NC(=O)C=C1